NC1=CC(=C(C=C1OC)C=1C(=C(C=CC1)S(=O)(=O)O)N=N)OC 4-amino-2,5-dimethoxy-phenyl-diazenyl-benzenesulfonic acid